N1(N=NN=C1)C[C@H](C)OC=1C=C(C=CC1Cl)C=1C=NC(=NC1)NC=1C(=NN(C1)C1CCC(CC1)N1CCOCC1)OCCOC(F)F 5-(3-(((S)-1-(1H-tetrazol-1-yl)propan-2-yl)oxy)-4-chlorophenyl)-N-(3-(2-(difluoromethoxy)ethoxy)-1-((1r,4r)-4-morpholinocyclohexyl)-1H-pyrazol-4-yl)pyrimidin-2-amine